6-(3-fluoro-4-((4-methylpyrimidin-2-yl)oxy)phenyl)-7-(4-(2-fluoroacrylamido)phenyl)-3-methylpyrrolo[1,2-c]pyrimidine-5-carboxamide FC=1C=C(C=CC1OC1=NC=CC(=N1)C)C=1C(=C2N(C=NC(=C2)C)C1C1=CC=C(C=C1)NC(C(=C)F)=O)C(=O)N